1-hydroxy-3,6,8-pyrenetrisulfonic acid trisodium salt [Na+].[Na+].[Na+].OC1=CC(=C2C=CC=3C(=CC(=C4C=CC1=C2C34)S(=O)(=O)[O-])S(=O)(=O)[O-])S(=O)(=O)[O-]